(S)-N-(1-((12-hydroxydodecyl)amino)-3,3-dimethyl-1-oxobutan-2-yl)-1-(pent-4-en-1-yl)-1H-indazole-3-carboxamide OCCCCCCCCCCCCNC([C@H](C(C)(C)C)NC(=O)C1=NN(C2=CC=CC=C12)CCCC=C)=O